C1N(CC2=CC=CC=C12)CCNC(=O)C=1C=C(C(=NC1)C)NC(=O)C1=NN=C2N1C=CC(=C2)C=2C=NN(C2)C N-(5-((2-(isoindolin-2-yl)ethyl)carbamoyl)-2-methylpyridin-3-yl)-7-(1-methyl-1H-pyrazol-4-yl)-[1,2,4]triazolo[4,3-a]pyridine-3-carboxamide